[Sn]=[Se].[Ag] silver-tin selenide